Tert-butyl (3aR,5s,6aS)-5-aminohexahydrocyclopenta[c]pyrrole-2(1H)-carboxylate CC(C)(C)OC(=O)N1C[C@H]2CC(C[C@H]2C1)N